C(C1=CC=CC=C1)OCC1CCC(CC1)N1N=C(C(=C1)N)OC(F)(F)F 1-((1R,4R)-4-((Benzyloxy)methyl)cyclohexyl)-3-(trifluoromethoxy)-1H-pyrazol-4-amine